Neopentyl 3-(2,5-Dichlorobenzoyl)benzenesulfonate ClC1=C(C(=O)C=2C=C(C=CC2)S(=O)(=O)OCC(C)(C)C)C=C(C=C1)Cl